2-(2-methylpyridin-4-yl)-N-(2-morpholinyl-5-(pyrrolidin-1-yl)thiazolo[4,5-b]pyridin-6-yl)oxazole-4-carboxamide CC1=NC=CC(=C1)C=1OC=C(N1)C(=O)NC=1C=C2C(=NC1N1CCCC1)N=C(S2)N2CCOCC2